CN(CCN(C=1C(=CC(=CC1)NC1=NC=C(C(=N1)C1=CN(C2=CC=CC=C12)C)C(F)(F)F)N)C)C N1-(2-(dimethylamino)ethyl)-N1-methyl-N4-(4-(1-methyl-1H-indol-3-yl)-5-(trifluoromethyl)pyrimidin-2-yl)benzene-1,2,4-triamine